BENZOIC ACID METHYL ESTER COC(C1=CC=CC=C1)=O